[SiH3]OC=CCC siloxybutene